O=C1N(CCC(N1)=O)C=1N=CC(=NC1)CN1CCC(CC1)N1N=C2C=C(C(=CC2=C1)NC(C1=CN=C(C=C1)C(F)(F)F)=O)C(C)(C)O N-(2-(1-((5-(2,4-dioxotetrahydropyrimidin-1(2H)-yl)pyrazin-2-yl)methyl)piperidin-4-yl)-6-(2-hydroxypropane-2-yl)-2H-indazol-5-yl)-6-(trifluoromethyl)nicotinamide